5,8-dioxaspiro[3.4]octane-2-carbonitrile C1C(CC12OCCO2)C#N